[Si](C)(C)(C(C)(C)C)OC1CCC(CC1)NC1=NC(=NC=C1C(=O)NC1CCN(CC1)CC1CC1)NCC(CC)F 4-(((1r,4r)-4-((tert-Butyldimethylsilyl)oxy)cyclohexyl)amino)-N-(1-(cyclopropylmethyl)piperidin-4-yl)-2-((2-fluorobutyl)amino)pyrimidine-5-carboxamide